FC(C=1C=NC2=CC=C(C=C2N1)C(C)=O)F 1-(3-(difluoromethyl)quinoxalin-6-yl)ethan-1-one